FC1(CC(C1)OC=1C=C(C=CC1)CC(=O)O)F 2-(3-(3,3-difluorocyclobutoxy)phenyl)acetic acid